(1-(non-8-yn-1-yl)-1H-pyrazol-4-yl)acetic acid C(CCCCCCC#C)N1N=CC(=C1)CC(=O)O